ClC=1C=CC2=C(NC(=N2)C(=O)O)C1 6-chloro-1H-benzo[d]imidazole-2-carboxylic acid